FC1=CC=C(C=C1)C(N1CCN(CC1)C1=CC(=C(C(=O)NS(=O)(=O)C2=CC(=C(C=C2)NCC2CCOCC2)[N+](=O)[O-])C=C1)OC=1C=C2C=CNC2=CC1)C1=CC=CC=C1 4-[4-[(4-fluorophenyl)-phenyl-methyl]piperazin-1-yl]-2-(1H-indol-5-yloxy)-N-[3-nitro-4-(tetrahydropyran-4-ylmethylamino)phenyl]sulfonyl-benzamide